(3aS,6aS)-hexahydropyrrolo-[3,4-b]pyrrol N1C=2[C@@H](CC1)CNC2